(S)-3-(((S)-3-butyl-5-(4-fluorophenyl)-3-methyl-7-(methylsulfanyl)-1,1-dioxo-2,3,4,5-tetrahydro-1,5-benzothiazepin-8-yl)oxy)-2-hydroxypropionic acid C(CCC)[C@@]1(CS(C2=C(N(C1)C1=CC=C(C=C1)F)C=C(C(=C2)OC[C@@H](C(=O)O)O)SC)(=O)=O)C